N-(5-(2-fluoro-6-methylphenyl)-1H-pyrazolo[3,4-c]pyridin-3-yl)-4-(4-methylpiperazin-1-yl)benzamide FC1=C(C(=CC=C1)C)C=1C=C2C(=CN1)NN=C2NC(C2=CC=C(C=C2)N2CCN(CC2)C)=O